OC=C1C=C(CCC1)C=O 3-(hydroxymethylene)-1-cyclohexene-1-carboxaldehyde